4-((1,2,2,4-tetramethyl-1,2-dihydroquinolin-6-yl)oxy)butanoic acid CN1C(C=C(C2=CC(=CC=C12)OCCCC(=O)O)C)(C)C